CC1(OB(OC1(C)C)C1CCN(CC1)C(=O)OC(C)(C)C)C tert-butyl 4-(4,4,5,5-tetramethyl-1,3,2-dioxaborolan-2-yl)piperidine-1-carboxylate